(R,S)-5-(p-chlorophenyl)-6-{1-[2-(methylsulfonyloxy)-1-phenylethyl]-1H-pyrazol-4-yl}-4-pyrimidinylamine ClC1=CC=C(C=C1)C=1C(=NC=NC1C=1C=NN(C1)[C@@H](COS(=O)(=O)C)C1=CC=CC=C1)N